[Br-].C(CCC)N1CN(C=C1)CCCC 1,3-di-n-butylimidazole bromide